L-Lysine, Monohydrochloride Cl.N[C@@H](CCCCN)C(=O)O